6-(3-Methoxy-2-methylphenyl)-2-(5-(2-(pyrrolidin-1-yl)ethylamino)pyrimidin-2-yl)phthalazin-1(2H)-one COC=1C(=C(C=CC1)C=1C=C2C=NN(C(C2=CC1)=O)C1=NC=C(C=N1)NCCN1CCCC1)C